C(C(=C)C)(=O)OCCOP(OCCOC(C(=C)C)=O)(O)=O phosphoric acid-bis[2-(methacryloyloxy) ethyl] ester